ClC1=NC(=NC=C1)N1CCP(CC1)(=O)C=1C=C(CN2C(C3=CC=CC=C3C=N2)=O)C=CC1F 3-(1-(4-chloropyrimidin-2-yl)-4-oxido-1,4-azaphosphinan-4-yl)-4-fluorobenzylphthalazin-1(2H)-one